6,6-dimethyl-5,6,7,8-tetrahydroquinazoline-2,4(1H,3H)-dione CC1(CC=2C(NC(NC2CC1)=O)=O)C